4-chloro-N-(4-methyl-3-(2-((1-methyl-1H-pyrazol-4-yl)amino)-8,9-dihydroimidazo[1',2':1,6]pyrido[2,3-d]pyrimidin-6-yl)phenyl)-3-(trifluoromethyl)benzamide formate salt C(=O)O.ClC1=C(C=C(C(=O)NC2=CC(=C(C=C2)C)C2=CC3=C(N=C(N=C3)NC=3C=NN(C3)C)N3C2=NCC3)C=C1)C(F)(F)F